tert-butyl 6-(4-(1H-pyrazol-1-yl)phenyl)-2,2-difluoro-7-azaspiro[3.5]nonane-7-carboxylate N1(N=CC=C1)C1=CC=C(C=C1)C1CC2(CC(C2)(F)F)CCN1C(=O)OC(C)(C)C